[Ni].C(CCCCC)P(CCCCCC)CCCCCC.C(CCCCC)P(CCCCCC)CCCCCC di(tri-n-hexylphosphine) nickel (0)